bis-chloromethyl-diphenylmethane ClCC(C1=CC=CC=C1)(C1=CC=CC=C1)CCl